4-[(morpholin-4-yl)methyl]benzol N1(CCOCC1)CC1=CC=CC=C1